methyl (E)-4-(4-(6-(5-((2,4-difluorophenyl)sulfonamido)-6-methoxypyridin-3-yl)quinazolin-4-yl)piperazin-1-yl)-4-oxobut-2-enoate FC1=C(C=CC(=C1)F)S(=O)(=O)NC=1C=C(C=NC1OC)C=1C=C2C(=NC=NC2=CC1)N1CCN(CC1)C(/C=C/C(=O)OC)=O